C(#N)[C@H](C[C@H]1C(NCCC1)=O)NC(=O)[C@@H]1N([C@H]2CC([C@@H]1CC2)(F)F)C(=O)C=2NC1=CC=CC(=C1C2)OC (1R,3R,4R)-N-((S)-1-cyano-2-((S)-2-oxopiperidin-3-yl)ethyl)-5,5-difluoro-2-(4-methoxy-1H-indole-2-carbonyl)-2-azabicyclo[2.2.2]octane-3-carboxamide